CC1=C(C=CC=C1C)C1=CC(=CC=C1)[C@H](CC(=O)OCC)NC(=O)NC=1C(N(C=C(C1O)C)C)=O ethyl (S)-3-(2',3'-dimethylbiphenyl-3-yl)-3-(3-(4-hydroxy-1,5-dimethyl-2-oxo-1,2-dihydropyridin-3-yl)ureido)propanoate